O[C@H]1C[C@@H](CCC1)NC=1N=NC(=C(N1)C)C1=NC=C(C=C1O)C(F)(F)F 2-(3-(((1R,3R)-3-hydroxycyclohexyl)amino)-5-methyl-1,2,4-triazin-6-yl)-5-(trifluoromethyl)pyridine-3-ol